7'-(3-(4,6-diphenyl-1,3,5-triazin-2-yl)pyridin-4-yl)spiro[cyclohexane-1,9'-fluorene]-2'-carbonitrile C1(=CC=CC=C1)C1=NC(=NC(=N1)C1=CC=CC=C1)C=1C=NC=CC1C1=CC=C2C=3C=CC(=CC3C3(C2=C1)CCCCC3)C#N